C1(=CC=CC=C1)S(=O)(=O)[O-].ClC1=CC=C(C=C1)[PH+](C1=CC=CC=C1)C1=CC=C(C=C1)Cl di(4-chlorophenyl)(phenyl)phosphonium benzenesulfonate